N-isopropyl-1H-imidazole C(C)(C)N1C=NC=C1